1,3,5-Triacryloyl-1,3,5-triazinan C(C=C)(=O)N1CN(CN(C1)C(C=C)=O)C(C=C)=O